CC1C(=C(C=2C(C(C(C(C12)C)C)C)(C)[Ti](OC)(OC)OC)C)C 1,2,3,4,5,6,7-heptamethyl-4,5,6,7-tetrahydroindenyl-trimethoxytitanium